C(=CC=C)C1=CC=CC=C1 butane-1,3-diene-1-yl-benzene